(divinyl)-(methoxy)(trifluoro)cyclotriphosphazene C(=C)P1(=NP(=NP(=N1)(F)OC)(F)C=C)F